(E)-3-(2-fluorophenyl)-1-(2-hydroxy-6-methoxyphenyl)prop-2-en-1-one FC1=C(C=CC=C1)/C=C/C(=O)C1=C(C=CC=C1OC)O